(E)-2,6-dimethyl-1,5,7-octatrien-3-ol CC(=C)C(C\C=C(\C=C)/C)O